CC1=NNC(=C1C=1C=CC(=NC1F)NC([C@H](C1CCC(CC1)C)NC(=O)C=1N(N=CC1)CCS(=O)C)=O)C N-[(1S)-2-[[5-(3,5-dimethyl-1H-pyrazol-4-yl)-6-fluoro-2-pyridyl]amino]-1-(4-methylcyclohexyl)-2-oxo-ethyl]-2-(2-methylsulfinylethyl)pyrazole-3-carboxamide